4-(5-chloro-2-methoxy-phenyl)-N-(6-(4-(2-hydroxypropane-2-yl)piperidin-1-yl)thiazolo[4,5-b]pyrazine-2-yl)-6-methylnicotinamide ClC=1C=CC(=C(C1)C1=CC(=NC=C1C(=O)NC=1SC=2C(=NC=C(N2)N2CCC(CC2)C(C)(C)O)N1)C)OC